(S)-1-(4-iodophenyl)ethanol 3-phenylpropyl-5-methylsulfonyl-4-oxo-1-[4-(trifluoromethoxy)phenyl]cinnoline-3-carboxylate C1(=CC=CC=C1)CCCC=1C(=C2C(C(=NN(C2=CC1)C1=CC=C(C=C1)OC(F)(F)F)C(=O)O[C@@H](C)C1=CC=C(C=C1)I)=O)S(=O)(=O)C